benzamidoindolo[3,2-c]quinoline C(C1=CC=CC=C1)(=O)NC1=C2C3=C(C=NC2=CC=C1)C1=CC=CC=C1N3